5-(4-(2-hydroxy-3-isopropoxypropoxy)piperidin-1-yl)-N-methyl-7-(trifluoromethyl)thieno[3,2-b]pyridine-3-carboxamide OC(COC1CCN(CC1)C1=CC(=C2C(=N1)C(=CS2)C(=O)NC)C(F)(F)F)COC(C)C